FC1=CC=C2C(N(C(N(C2=C1)CC1=CC=C(C(=O)NO)C=C1)=O)CCC1=CC=CC=C1)=O 4-((7-fluoro-2,4-dioxo-3-phenethyl-3,4-dihydroquinazolin-1(2H)-yl)methyl)-N-hydroxybenzamide